NC=1SC(=C(N1)C=1C(=C(C=CC1)NS(=O)(=O)C1=C(C=CC=C1F)F)F)C1=NC(=NC=C1)Cl N-(3-(2-amino-5-(2-chloropyrimidin-4-yl)thiazol-4-yl)-2-fluorophenyl)-2,6-difluorobenzene-sulfonamide